diarsenium oxide [AsH2+](=[AsH])=O